1,3-dimethyl-propane CCCCC